OC(CCCCCCCCCCCCCC(=O)O)CCC(CC)O 15,18-Dihydroxyicosanoic acid